N1C(=NC=C1)C1=NC=2C(=C3C(=NC2)N(C=C3)S(=O)(=O)C3=CC=CC=C3)N1C1CN(CC1)C(=O)OC(C)(C)C tert-butyl 3-(2-(1H-imidazol-2-yl)-6-(benzenesulfonyl)imidazo[4,5-d]pyrrolo[2,3-b]pyridine-1(6H)-yl)pyrrolidine-1-carboxylate